C1(=CC=C(C=C1)C1=C(C(=NN1)C(F)(F)F)C#N)C 5-(p-tolyl)-3-(trifluoromethyl)-1H-pyrazole-4-nitrile